C(C1=CC=CC=C1)NC(=O)C1CN(CCC1C1=CC=CC=C1)[C@]1(C(NC2=C(C=C(C=C12)F)NCC)=O)C N-benzyl-1-[(3R)-7-(ethylamino)-5-fluoro-3-methyl-2-oxo-indolin-3-yl]-4-phenyl-piperidine-3-carboxamide